(2,2-bis((allyloxy) methyl) butan-1-yl) dichlorophosphite P(OCC(CC)(COCC=C)COCC=C)(Cl)Cl